N-(((9H-Fluoren-9-yl)methoxy)carbonyl)-N-methylphenylalanine C1=CC=CC=2C3=CC=CC=C3C(C12)COC(=O)N([C@@H](CC1=CC=CC=C1)C(=O)O)C